BrC1=CC=C(C=C1)N1N=NC=C1 1-(4-bromophenyl)-1H-1,2,3-triazole